bis(trimethylgermyl-(germyl)cyclopentadienyl)zirconium C[Ge](C)(C)C=1C(C=CC1)([GeH3])[Zr]C1(C(=CC=C1)[Ge](C)(C)C)[GeH3]